Tert-Butyl 3-((2-(2,5-dioxo-2,5-dihydro-1H-pyrrol-1-yl)ethyl)amino)propanoate O=C1N(C(C=C1)=O)CCNCCC(=O)OC(C)(C)C